CC=1C(=C(C=C(C1)C)O)C=1C=CC=2C(=NC(=CN2)[C@H]2CNCCO2)N1 3,5-dimethyl-2-[3-[(2R)-morpholin-2-yl]pyrido[2,3-b]pyrazin-6-yl]phenol